7-(1-methylpiperidin-4-yl)-5,7-diazaspiro[2.5]octan-6-one CN1CCC(CC1)N1C(NCC2(CC2)C1)=O